The molecule is a member of the class of azepinoindoles that is 1,3,4,5-tetrahydro-6H-azepino[5,4,3-cd]indol-6-one carrying additional 4-[(methylamino)methyl]phenyl and fluoro substituents at positions 2 and 8 respectively. It is an inhibitor of poly (ADP-ribose) polymerase and is used (as the camsylate salt) as monotherapy for advanced ovarian cancer and deleterious germline or somatic BRCA mutation. It has a role as an EC 2.4.2.30 (NAD(+) ADP-ribosyltransferase) inhibitor and an antineoplastic agent. It is an azepinoindole, a member of caprolactams, an organofluorine compound and a secondary amino compound. It is a conjugate base of a rucaparib(1+). CNCC1=CC=C(C=C1)C2=C3CCNC(=O)C4=C3C(=CC(=C4)F)N2